O=C1NC(CC[C@@H]1C=1C=C(C(=NC1)N1CCC(CC1)C=O)F)=O |r| rac-1-{5-[(3R)-2,6-dioxopiperidin-3-yl]-3-fluoropyridin-2-yl}piperidine-4-carbaldehyde